C(C1=CC=CC=C1)N1C2CC(CC1CC2)(C)NC(C)=O N-(endo-8-benzyl-3-methyl-8-azabicyclo[3.2.1]oct-3-yl)acetamide